C(CCCC[C@@H]1SC[C@@H]2NC(=O)N[C@H]12)(=O)C(C(=O)O)(CCCC)N (Biotinoyl)-e-aminocaproic acid